C(CCCCCCCCCCCCCCC)S n-hexadecylmercaptan